N-[6-amino-5-(oxetan-3-yl)-3-pyridyl]-2-[(2R,5S)-5-methyl-2-[2-(1-methyl-4-piperidyl)-1,3-benzothiazol-5-yl]-1-piperidyl]-2-oxo-acetamide NC1=C(C=C(C=N1)NC(C(=O)N1[C@H](CC[C@@H](C1)C)C=1C=CC2=C(N=C(S2)C2CCN(CC2)C)C1)=O)C1COC1